trans-4-(4-amino-1H-pyrazol-1-yl)cyclohexan-1-ol NC=1C=NN(C1)[C@@H]1CC[C@H](CC1)O